N-methyl-2-oxo-1,2-dihydropyridine-3,5-dicarboxamide CNC(=O)C=1C(NC=C(C1)C(=O)N)=O